C(C)(=O)OCCNC=O N-(2-acetoxyethyl)formamide